1-cyclopropyl-6,7-difluoro-8-methoxy-4-oxo-1,4-dihydro-quinoline-3-carboxylic acid ethyl ester C(C)OC(=O)C1=CN(C2=C(C(=C(C=C2C1=O)F)F)OC)C1CC1